ClC1=CC=C2C(=N1)C(=CN2)NC(=O)NC=2C=NC(=C(C2)Cl)N2CCC(CC2)(F)F 1-(5-chloro-1H-pyrrolo[3,2-b]pyridin-3-yl)-3-(5-chloro-6-(4,4-difluoropiperidin-1-yl)pyridin-3-yl)urea